FC=1C=CC(=C(C1)C1CCN(CC1)[C@@H]1COC2(CN(C2)C=2OC=CN2)C1)OC (S)-7-(4-(5-fluoro-2-methoxyphenyl)piperidin-1-yl)-2-(oxazol-2-yl)-5-oxa-2-azaspiro[3.4]octane